COC1CC(N(C1)C(=O)OC(C)(C)C)C1=NNC(C(=C1)C(F)(F)F)=O tert-butyl 4-methoxy-2-(6-oxo-5-(trifluoromethyl)-1,6-dihydropyridazin-3-yl)pyrrolidine-1-carboxylate